[Si](C)(C)(C(C)(C)C)OCC1(CC1)COC=1N=C(C2=C(N1)C(=C(N=C2)Cl)F)N2CC1CCC(C2)N1C(=O)OC(C)(C)C tert-butyl (3-{2-[(1-{[(tert-butyldimethylsilyl)oxy]methyl}cyclopropyl)methoxy]-7-chloro-8-fluoropyrido[4,3-d]pyrimidin-4-yl}-3,8-diazabicyclo[3.2.1]octan-8-yl)formate